CC1(COC2=CC(=CC=C2C1NC(O[C@@H]1CN2CCC1CC2)=O)C2=CC=C(C=C2)C)C (S)-quinuclidin-3-yl (3,3-dimethyl-7-(p-tolyl)chroman-4-yl)carbamate